CC=1C=C(C=CC1C)S 3,4-dimethylbenzenethiol